6-(5-fluoro-2-methyl-4-(1H-1,2,4-triazol-3-yl)phenyl)-4-(cis-4-hydroxycyclohexyl)-3,4-dihydropyrazino[2,3-b]pyrazin-2(1H)-one FC=1C(=CC(=C(C1)C=1N=C2C(=NC1)NC(CN2[C@@H]2CC[C@@H](CC2)O)=O)C)C2=NNC=N2